Cl.ClC1=CC(=CC(=N1)CNCCC1=CC(=C(C=C1OC)S(=O)(C)=N)OC)C (4-(2-(((6-chloro-4-methylpyridin-2-yl)methyl)amino)ethyl)-2,5-dimethoxyphenyl)(imino)-(methyl)-λ6-sulfanone hydrochloride